COC1=C(C=CC=C1)C1=C(C=NC(=C1)C)C(=O)NC=1SC2=C(N1)CN(C2)C(=O)C2=NN(C=N2)C 4-(2-methoxyphenyl)-6-methyl-N-[5-(1-methyl-1H-1,2,4-triazole-3-carbonyl)-4H,5H,6H-pyrrolo[3,4-d][1,3]thiazol-2-yl]pyridine-3-carboxamide